(trifluoromethyl)-acetophenone FC(F)(F)CC(=O)C1=CC=CC=C1